C(C)(=O)N1CC2=C(CC1)N(N=C2N2CCCC1=CC(=C(C=C21)C(F)F)C=2C=NN(C2)C)C2CCN(CC2)CCCC=O 4-[4-[5-acetyl-3-[7-(difluoromethyl)-6-(1-methylpyrazol-4-yl)-3,4-dihydro-2H-quinolin-1-yl]-6,7-dihydro-4H-pyrazolo[4,3-c]pyridin-1-yl]-1-piperidinyl]butanal